(S)-1-((R)-3-amino-1-(4-((6-amino-9H-purin-9-yl)methyl)-6'-chloro-5'-fluoro-[2,2'-bipyridin]-5-yl)piperidin-3-yl)-2,2-difluoroethan-1-ol N[C@]1(CN(CCC1)C=1C(=CC(=NC1)C1=NC(=C(C=C1)F)Cl)CN1C2=NC=NC(=C2N=C1)N)[C@@H](C(F)F)O